O=C\1NCC/C1=C\C1=CC=C(N=N1)NC(OC(C)(C)C)=O tert-butyl (E)-(6-((2-oxopyrrolidin-3-ylidene)methyl)pyridazin-3-yl)carbamate